CC1=C(C=CC=C1C)N1CCN(CC1)C(CN1N=C(C2=C1C[C@@H]1[C@H]2C1)C(=O)N1C(COCC1)CO)=O 1-[4-(2,3-dimethylphenyl)piperazin-1-yl]-2-{(3bR,4aR)-3-[3-(hydroxymethyl)morpholine-4-carbonyl]-3b,4,4a,5-tetrahydro-1H-cyclopropa[3,4]cyclopenta[1,2-c]pyrazol-1-yl}ethan-1-one